C(C)C1=NOC(=C1)[C@H]1[C@@H](C1)F ethyl-5-((1S,2R)-2-fluorocyclopropyl)isoxazole